N-[3-methyl-4-([1,2,4]triazolo[1,5-a]pyridin-7-yloxy)phenyl]-6-[(3S)-3-piperidyl]quinazolin-4-amine CC=1C=C(C=CC1OC1=CC=2N(C=C1)N=CN2)NC2=NC=NC1=CC=C(C=C21)[C@H]2CNCCC2